monobromoborane BrB